ClC1=C(C(=O)N(C)C)C=CC(=C1)OCCC[C@H](C)C1CCN(CC1)C([C@@](C(F)(F)F)(C1=CC=CC=C1)O)=O |o1:16,25| 2-chloro-N,N-dimethyl-4-((S or R)-4-(1-((R or S)-3,3,3-trifluoro-2-hydroxy-2-phenylpropanoyl)piperidin-4-yl)pentyloxy)benzamide